(S)-5-(2-(tert-Butyldimethylsilanyloxy)propyl)phenylbenzophenanthridine-6(5H)-one [Si](C)(C)(C(C)(C)C)O[C@H](CC=1C=CC=C(C1)C1=CC=CC=2NC(C3=CC=C4C(=C3C12)C=CC=C4)=O)C